NC=1C=CC(=C2CN(C(C12)=O)C(C=C)=O)C=1C=C2C(=NNC2=CC1)C=1C=NN(C1)C 7-amino-4-[3-(1-methyl-1H-pyrazol-4-yl)-1H-indazol-5-yl]-2-(prop-2-enoyl)-2,3-dihydro-1H-isoindol-1-one